IC=1C=C(C=CC1OCOC)CCC(=O)O 3-(3-iodo-4-(methoxymethoxy)phenyl)propionic acid